(1R,2R)-p-methyl-phenylserinol CC1=CC=C(C=C1)NC(CO)CO